BrC=1C(=NC=2N(C1)C=C(N2)C(=O)N2C[C@@H]([C@H](CC2)N2CC1=CC=CC=C1CC2)O)CC (6-bromo-7-ethylimidazo[1,2-a]pyrimidin-2-yl)((3s,4s)-4-(3,4-dihydroisoquinolin-2(1H)-yl)-3-hydroxypiperidin-1-yl)methanone